ClC1=C(C=CC=C1C=1C(=NNC1)F)C=O [2-chloro-3-(3-fluoro-1H-pyrazol-4-yl)phenyl]methanon